Cl.BrCCN(C)C 2-bromo-N,N-dimethyl-1-ethylamine hydrochloride